5-(5-methylfuran-2-yl)-2-(oxan-4-yl)-[1,2,4]triazolo[1,5-c]pyrimidin CC1=CC=C(O1)C1=NC=CC=2N1N=C(N2)C2CCOCC2